(trifluoromethyl)propionaldehyde FC(F)(F)C(C=O)C